FC1=C(C(=C(C(=O)N(C)C)C(=C1)C(F)(F)F)C)C(=O)N 4-fluoro-N,N,2-trimethyl-6-(trifluoromethyl)isophthalamide